Cl.CC=1SC2=C(N1)C(CCC2)N 2-methyl-4,5,6,7-tetrahydrobenzo[d]thiazol-4-amine HCl salt